C(C1=CC=CC=C1)OC1C(OC(C1OCC1=CC=CC=C1)COCC1=CC=CC=C1)O 3,4-Bis(benzyloxy)-5-((benzyloxy)methyl)tetrahydrofuran-2-ol